C(CCCCCCCCCCCCCCC)(=O)C(C(O)N)CN1CCOCC1 2-palmitoyl-amino-3-morpholino-1-propanol